(2-[2-[2-(2-Methylprop-2-enoyloxy) ethoxy] ethoxy] ethoxy) ethylene 2-methylprop-2-enoate CC(C(=O)O)=C.CC(C(=O)OCCOCCOCCOC=C)=C